4-(3-benzoylureido)-2,5-difluorophenyl-2-(2,6-diethylphenyl)-2,4,6,7-tetrahydro-5H-pyrazolo[4,3-C]pyridine-5-carboxylic acid tert-butyl ester C(C)(C)(C)OC(=O)N1CC=2C(CC1)=NN(C2C2=C(C=C(C(=C2)F)NC(=O)NC(C2=CC=CC=C2)=O)F)C2=C(C=CC=C2CC)CC